N[C@H]1CN(CCC1)C(=O)C1=CC=2N(C=C1)C(=C(N2)C=2N(C1=CC=C(C=C1C2)F)CC2CC2)C (R)-(3-aminopiperidin-1-yl)(2-(1-(cyclopropylmethyl)-5-fluoro-1H-indol-2-yl)-3-methylimidazo[1,2-a]pyridin-7-yl)methanone